NC=1C=C(C=NC1)C1=CC2=C(C=C1OC)OCC1=C2N(N=C1C(=O)N1C(COCC1)(C)C)C1=CC(=CC(=C1)Cl)Cl (8-(5-aminopyridin-3-yl)-1-(3,5-dichlorophenyl)-7-methoxy-1,4-dihydrochromeno[4,3-c]pyrazol-3-yl)(3,3-dimethylmorpholino)methanone